CC1(CCC(CC1)NC1=NN2C(C(=N1)OC)=C(C=C2)C=2C=C(C=1N(C2)C(=CN1)C(=O)NC)F)C 6-(2-((4,4-dimethylcyclohexyl)amino)-4-methoxypyrrolo[2,1-f][1,2,4]triazin-5-yl)-8-fluoro-N-methylimidazo[1,2-a]pyridine-3-carboxamide